FC(C(=O)O)(F)F.COC(=O)C1=CC2=C(N(C=N2)CC2=CC=C(C=C2)B(O)O)C=C1 4-((5-(methoxycarbonyl)-1,3-benzodiazol-1-yl)methyl)-phenylboronic acid trifluoroacetate